N-[4-(Chloromethyl)-1,3-benzodioxol-5-yl]-3-[4-chloro-5-methyl-3-(trifluoromethyl)pyrazol-1-yl]-N-methyl-benzamide ClCC1=C(C=CC=2OCOC21)N(C(C2=CC(=CC=C2)N2N=C(C(=C2C)Cl)C(F)(F)F)=O)C